C1(CC1)OC(C(C=1OC2=C(N1)C=C(C=C2)C(COC)N2C(NC(C2)C(F)(F)F)=O)NC(=O)C2=CC=NN2C)C N-(2-cyclopropoxy-1-(5-(2-methoxy-1-(2-oxo-4-(trifluoromethyl)imidazolidin-1-yl)ethyl)benzo[d]oxazol-2-yl)propyl)-1-methyl-1H-pyrazole-5-carboxamide